Cl.C1OCC12CC(C2)N 2-oxaspiro[3.3]heptan-6-amine hydrochloride salt